C(C)C1=C(NC2=CC=C(C=C12)C1CCN(CC1)CC1=CN=C(S1)NC1=NC=CC=C1)C1=CC=NC=C1 5-((4-(3-ethyl-2-(pyridin-4-yl)-1H-indol-5-yl)piperidin-1-yl)methyl)-N-(pyridin-2-yl)thiazol-2-amine